NC=1C(=NC=CC1C=1CCN(CC1)C(=O)OC(C)(C)C)C#N tert-butyl 3'-amino-2'-cyano-3,6-dihydro-[4,4'-bipyridine]-1(2H)-carboxylate